C(OC1=C(C=C(C=C1)[N+](=O)[O-])C1C#CCCCCC1)([O-])=O 2-cyclooctynyl-4-nitrophenyl carbonate